3-[4-[4-[2-[1-[2-chloro-6-methoxy-4-(2-methyl-1-oxo-2,7-naphthyridin-4-yl)benzoyl]-4-piperidinyl]ethyl]-1-piperidinyl]-3-fluoro-anilino]piperidine-2,6-dione TFA salt OC(=O)C(F)(F)F.ClC1=C(C(=O)N2CCC(CC2)CCC2CCN(CC2)C2=C(C=C(NC3C(NC(CC3)=O)=O)C=C2)F)C(=CC(=C1)C1=CN(C(C2=CN=CC=C12)=O)C)OC